N-(2-acetyl-3,5-difluoro-4-iodophenyl)-5-cyano-2-(methylsulfonyl)benzamide C(C)(=O)C1=C(C=C(C(=C1F)I)F)NC(C1=C(C=CC(=C1)C#N)S(=O)(=O)C)=O